((2-carboxyethyl)amino)benzo[e][1,2,4]triazine-1-oxide C(=O)(O)CCNC=1N=[N+](C2=C(N1)C=CC=C2)[O-]